pyridoAzole N1C=CC2=C1C=CC=N2